9-Oxo-3-azaspiro[5.5]undecane-3-carboxylic acid phenylmethyl ester C1(=CC=CC=C1)COC(=O)N1CCC2(CC1)CCC(CC2)=O